FC(C1=CC=C(C=C1)SC1=CC=C(C=2C=CC=NC12)C#N)(F)F 8-[{4-(trifluoromethyl)phenyl}thio]quinoline-5-carbonitrile